5-methyl-2-furopyrrol-formaldehyde CC=1NC2=C(C1)OC(=C2)C=O